NC1=NC=C(C2=C1C(=C(N2C)C2=CC=C(C=C2)NC(C=C)=O)C2=CC(=C(C=C2)OC2=NC=CC=N2)F)C#N N-(4-(4-amino-7-cyano-3-(3-fluoro-4-(pyrimidin-2-yloxy)phenyl)-1-methyl-1H-pyrrolo[3,2-c]pyridin-2-yl)phenyl)acrylamide